COC=1C=C(C=CC1OC)CC=1NN2C(C(N1)=O)=C(N=C2[C@H]([C@@H](C)O)CCCC2=CC=CC=C2)C 2-[(3,4-dimethoxyphenyl)methyl]-7-[(2R,3R)-2-hydroxy-6-phenylhexan-3-yl]-5-methyl-1H-imidazo[5,1-f][1,2,4]triazin-4-one